GERANYLACETATE ((E)-3,7-dimethylocta-2,6-dien-1-yl acetate) C\C(=C/CCC(=O)O)\CCC=C(C)C.C(\C=C(/C)\CCC=C(C)C)CC(=O)O